C(C1=CC=CC=C1)OC1=CC=C2C(=C(C=[N+](C2=C1)[O-])C=1CCOCC1)C1=CC(=C(C=C1)F)C 7-(benzyloxy)-3-(3,6-dihydro-2H-pyran-4-yl)-4-(4-fluoro-3-methylphenyl)quinoline 1-oxide